[(methyl)(fluoro)phenyl]isoquinoline CC=1C(=C(C=CC1)C1=NC=CC2=CC=CC=C12)F